P([O-])([O-])=O.P([O-])([O-])=O.[Pt+4].ClC1(CCC(CC1)(N)N)Cl dichloro-R,R-diaminocyclohexane platinum bisphosphonate